C(C1=CC=CC=C1)OC1=CC=NN1CC 5-(Benzyloxy)-1-ethyl-1H-pyrazole